O1CCC2=NC(=CC=C21)C(=O)N 2,3-dihydro-furo[3,2-b]pyridine-5-carboxamide